N-((1s,3s)-3-(6-((3-(4-((1-(2-(3-(2,6-dioxopiperidin-3-yl)phenoxy)acetyl)piperidin-4-yl)methyl)piperazin-1-yl)propyl)amino)-9H-purin-9-yl)cyclobutyl)-6-methylpicolinamide O=C1NC(CC[C@H]1C=1C=C(OCC(=O)N2CCC(CC2)CN2CCN(CC2)CCCNC2=C3N=CN(C3=NC=N2)C2CC(C2)NC(C2=NC(=CC=C2)C)=O)C=CC1)=O